N[C@]1(CN(CC1)C1=CC=C(C(=C1CN1C2=NC=NC(=C2N=C1)N)Cl)Cl)C1=NNC=N1 (R)-9-(6-(3-amino-3-(1H-1,2,4-triazol-3-yl)pyrrolidin-1-yl)-2,3-dichlorobenzyl)-9H-purin-6-amine